C1CC12CN(C2)[C@@H]2[C@H](CCCC2)OC=2C=C1CN(C(C1=CC2)=O)C2C(NC(CC2)=O)=O 3-(5-(((1s,2s)-2-(5-azaspiro[2.3]hexan-5-yl)cyclohexyl)oxy)-1-oxoisoindolin-2-yl)piperidine-2,6-dione